(2R)-2-phenyl-2-sulfoacetic acid C1(=CC=CC=C1)[C@H](C(=O)O)S(=O)(=O)O